N[C@@H]1CN(CC[C@H]1F)C1=NC2=C(N1CC1=C(C#N)C=C(C=C1)Cl)C=C(C(=C2)F)F 2-((2-((3R,4R)-3-Amino-4-fluoro-1-piperidinyl)-5,6-difluoro-1H-benzimidazol-1-yl)methyl)-5-chlorobenzonitril